3-iodo-1-methyl-5-(tetrahydro-2H-pyran-4-yl)-1H-pyrazole IC1=NN(C(=C1)C1CCOCC1)C